O1CCNCC1 tetrahydro-1,4-oxazine